ClC=1C(=NC2=CC(=C(N=C2C1N[C@H](C)C=1C=C(C#N)C=CC1F)C=1C=NC(=NC1)C1(CCNCC1)O)F)C (R)-3-(1-((3-chloro-7-fluoro-6-(2-(4-hydroxypiperidin-4-yl)pyrimidin-5-yl)-2-methyl-1,5-naphthyridin-4-yl)amino)ethyl)-4-fluorobenzonitrile